C(C1=CC=CC=C1)SC1=C(C=C(C=C1)[N+](=O)[O-])OC benzyl(2-methoxy-4-nitrophenyl)sulfane